ethyl 5-(4-methoxyphenyl)-2-methylsulfanyl-azole-4-carboxylate COC1=CC=C(C=C1)C1=C(C=C(N1)SC)C(=O)OCC